1,4-bis((1-pyrimidin-2-yl)imidazol-2-yl)benzene N1=C(N=CC=C1)N1C(=NC=C1)C1=CC=C(C=C1)C=1N(C=CN1)C1=NC=CC=N1